diazene-1,2-dicarboximide N1=NC(NC1=O)=O